C(#N)CCCCC(C(=O)O)C1=CC(=CC=C1)\C=C(\C(=O)OC)/C (E)-6-Cyano-2-(3-(3-methoxy-2-methyl-3-oxoprop-1-en-1-yl)phenyl)hexanoic acid